C[C@@]12CCC/C(/[C@@H]2CC[C@@H]1[C@H](C)CCCC(C)(O[Si](CC)(CC)CC)C)=C\CS(=O)(=O)C=1SC2=C(N1)C=CC=C2 2-({2-[(1R,3aS,7aR,E)-7a-methyl-1-{(R)-6-methyl-6-[(triethylsilyl)oxy]heptan-2-yl}octahydro-4H-inden-4-ylidene]ethyl}sulfonyl)benzo[d]thiazole